C(CCCCCCC)(=O)N(C[C@H](O)[C@@H](O)[C@H](O)[C@H](O)CO)C caprylyl-methylglucamine